2,3-Dimethyl-2-hexen CC(C)=C(CCC)C